4-phenoxyphenyl-oxo-8-azabicyclo[3.2.1]octane-8-carbodithioate O(C1=CC=CC=C1)C1=CC=C(C=C1)SC(=S)N1C2C(CCC1CC2)=O